4,4,4-trifluoro-1-(3-pyridyl)-1,3-butanedione FC(C(CC(=O)C=1C=NC=CC1)=O)(F)F